(2R)-2-amino-3-(3,5-dichloro-7-{[(furan-2-yl)methyl]amino}thieno[3,2-b]pyridin-2-yl)propan-1-ol dihydrochloride Cl.Cl.N[C@@H](CO)CC1=C(C2=NC(=CC(=C2S1)NCC=1OC=CC1)Cl)Cl